4-icosanamidobutyric acid C(CCCCCCCCCCCCCCCCCCC)(=O)NCCCC(=O)O